FC=1C=CC=C2C(=CN=CC12)C=O (8-fluoroisoquinolin-4-yl)methanone